BrC1=CC=C(C(=O)OC(C=C)[C@H]2[C@@H](CC2)C(O)N2N=NC3=C2C=CC=C3)C=C1 1-((1R,2R)-2-((1H-Benzo[d][1,2,3]triazol-1-yl)(hydroxy)methyl)cyclobutyl)allyl 4-bromobenzoate